N-1-naphthyl-ethylendiamine dihydrochloride Cl.Cl.C1(=CC=CC2=CC=CC=C12)NCCN